O=C1NC(CCC1N1CC2=CC=C(C=C2C1=O)CNC(OCCC1CC(C1)(F)F)=O)=O 2-(3,3-difluorocyclobutyl)ethyl N-{[2-(2,6-dioxopiperidin-3-yl)-3-oxo-2,3-dihydro-1H-isoindol-5-yl]methyl}carbamate